3-{[2-(3-methoxyphenyl)[1,2,4]triazolo[1,5-c]quinazolin-5-yl]amino}piperidin-2-one (S)-Isopropyl-5-nitro-6-((oxetan-2-ylmethyl)amino)picolinate C(C)(C)OC(C1=NC(=C(C=C1)[N+](=O)[O-])NC[C@H]1OCC1)=O.COC=1C=C(C=CC1)C1=NN2C(=NC=3C=CC=CC3C2=N1)NC1C(NCCC1)=O